C(C=C)(=O)OCC(SC1=CC=CC=C1)SC1=CC=CC=C1 bis-phenylthioethyl acrylate